FC(C1=NN=C(S1)C1=CN=C2N1C=C(C=C2N2C[C@](OCC2)(C(=O)N)C)S(NC2(CC2)C)(=O)=O)F |o1:18| rel-(S)-4-(3-(5-(difluoromethyl)-1,3,4-thiadiazol-2-yl)-6-(N-(1-methylcyclopropyl)sulfamoyl)imidazo[1,2-a]pyridin-8-yl)-2-methylmorpholine-2-carboxamide